BrC=1C=C(C=CC1)C1=NC(=CC(=N1)C1=CC(=C(C(=C1)C)C)C)C1=CC(=C(C(=C1)C)C)C 2-(3-bromophenyl)-4,6-bis(3,4,5-trimethylphenyl)pyrimidine